3-(4-((4-(6-((6-acetyl-8-cyclopentyl-5-methyl-7-oxo-7,8-dihydropyrido[2,3-d]pyrimidin-2-yl)amino)pyridin-3-yl)piperazin-1-yl)methyl)pyridin-2-yl)piperidine-2,6-dione C(C)(=O)C1=C(C2=C(N=C(N=C2)NC2=CC=C(C=N2)N2CCN(CC2)CC2=CC(=NC=C2)C2C(NC(CC2)=O)=O)N(C1=O)C1CCCC1)C